(4-(6-oxo-6-(piperidin-1-yl)hexyl)-1-phenyl-1H-imidazol-2-yl)-3-(1H-pyrazol-4-yl)benzamide O=C(CCCCCC=1N=C(N(C1)C1=CC=CC=C1)C1=C(C(=O)N)C=CC=C1C=1C=NNC1)N1CCCCC1